2-(((1r,4r)-4-(((3-fluorophenyl)(3-(trifluoromethoxy)phenyl)carbamoyloxy)methyl)cyclohexyl)methoxy)acetic acid FC=1C=C(C=CC1)N(C(=O)OCC1CCC(CC1)COCC(=O)O)C1=CC(=CC=C1)OC(F)(F)F